N1N=CC2=CC(=CC=C12)NC1=NC(=NC=C1)C1=CC=C2C=C(NC2=C1)C(=O)NC1=C(C=NC=C1)F 6-(4-((1H-indazol-5-yl)amino)pyrimidin-2-yl)-N-(3-fluoropyridin-4-yl)-1H-indole-2-carboxamide